tris[2-tert-butyl-4-(3-tert-butyl-4-hydroxy-6-methylphenylsulfanyl)-5-methylphenyl] phosphite P(OC1=C(C=C(C(=C1)C)SC1=CC(=C(C=C1C)O)C(C)(C)C)C(C)(C)C)(OC1=C(C=C(C(=C1)C)SC1=CC(=C(C=C1C)O)C(C)(C)C)C(C)(C)C)OC1=C(C=C(C(=C1)C)SC1=CC(=C(C=C1C)O)C(C)(C)C)C(C)(C)C